N[C@H](C(=O)N1[C@@H](C[C@H](C1)O)C(=O)N[C@@H](C)C1=CC=C(C=C1)C1=C(N=C(S1)C)C)C(C)(C)C (2S,4R)-1-((S)-2-Amino-3,3-dimethylbutanoyl)-N-((S)-1-(4-(2,4-dimethylthiazol-5-yl)phenyl)ethyl)-4-hydroxypyrrolidine-2-carboxamide